O([C@H]1[C@@H](O)[C@H](O)[C@H](O)[C@@H](O1)C)CCN 2-aminoethyl α-L-fucopyranoside